Dimethylsilylene-(2-isopropyl-4-(p-tert-butyl-phenyl)indenyl)(2,5,6,7-tetramethyl-4-(p-tert-butyl-phenyl)indenyl)zirconium dichloride [Cl-].[Cl-].C[Si](=[Zr+2](C1C(=CC2=C(C(=C(C(=C12)C)C)C)C1=CC=C(C=C1)C(C)(C)C)C)C1C(=CC2=C(C=CC=C12)C1=CC=C(C=C1)C(C)(C)C)C(C)C)C